Methyl (S)-3-(((R)-tert-butylsulfinyl)amino)-3-(3-chloro-5-(trifluoromethyl)phenyl)propanoate C(C)(C)(C)[S@@](=O)N[C@@H](CC(=O)OC)C1=CC(=CC(=C1)C(F)(F)F)Cl